C(C=C)(=O)O.C(C=C)(=O)O.C1CCCC1.C1CCCC1 dicyclopentane diacrylate